tert-butyl 2-(2-(2-isopropylphenyl)-6-oxo-4-(4-(trifluoromethyl) benzyl) piperazin-1-yl)-7-azaspiro[3.5]nonane-7-carboxylate C(C)(C)C1=C(C=CC=C1)C1N(C(CN(C1)CC1=CC=C(C=C1)C(F)(F)F)=O)C1CC2(C1)CCN(CC2)C(=O)OC(C)(C)C